CC1=C(C=C(C(=C1)C)C1=NOC2C1COCC2)NS(=O)(=O)C(F)(F)F N-[2,4-dimethyl-5-(3a,6,7,7a-tetrahydro-4H-pyrano[3,4-d]isoxazol-3-yl)phenyl]-1,1,1-trifluoromethanesulfonamide